NC=1C=C(C=C(C1)C(F)(F)F)[C@@H](C)NC1=NC(=NC2=CC(=C(C=C12)OC)C(=O)N1CCC1)C (R)-(4-((1-(3-amino-5-(trifluoromethyl)phenyl)ethyl)amino)-6-methoxy-2-methylquinazoline-7-yl)(azetidine-1-yl)methanone